ClC1=NC(=NC(=N1)C1=C(C(=CC=C1)OC)F)NC1COC1 4-chloro-6-(2-fluoro-3-methoxyphenyl)-N-(oxetan-3-yl)-1,3,5-triazin-2-amine